[4-(aminomethyl)cyclohexyl]methylamine NCC1CCC(CC1)CN